ClC1=C(CC2=NC(=NN2)C(=O)N[C@@H]2C(N(C3=C(OC2)C=CC(=C3)C#CC(C)(C)O)C)=O)C(=CC=C1)Cl (S)-5-(2,6-dichlorobenzyl)-N-(7-(3-hydroxy-3-methylbut-1-yn-1-yl)-5-methyl-4-oxo-2,3,4,5-tetrahydrobenzo[b][1,4]oxazepin-3-yl)-1H-1,2,4-triazole-3-carboxamide